COC1=CC=C(C=C1)OCCCCCC=CCC 1-methoxy-4-(non-6-en-1-yloxy)benzene